4-[3-(5-fluoro-2-pyridinyl)-1-methyl-pyrazol-4-yl]-6-methoxy-quinoline FC=1C=CC(=NC1)C1=NN(C=C1C1=CC=NC2=CC=C(C=C12)OC)C